NC1=CC=CC(=N1)S(=O)(=O)NC(=O)C=1C(=NC=CC1)N1CC(CCC1)C1=CC=CC=C1 N-[(6-Amino-2-pyridyl)sulfonyl]-2-(3-phenyl-1-piperidyl)pyridin-3-carboxamid